[2H]benzo[f]chromene C1CCOC=2C=CC3=C(C12)C=CC=C3